C1(=CC=CC=C1)CCCN1[C@@H](CCC1)C(=O)O (3-phenyl-propyl)-proline